CN1N=CC=C1CCOC1=NC(=CC(=N1)N1CCOCC1)N1N=C(C=C1C)C1=CC=CC=C1 4-(2-(2-(1-methyl-1H-pyrazol-5-yl)ethoxy)-6-(5-methyl-3-phenyl-1H-pyrazol-1-yl)pyrimidin-4-yl)morpholine